5-[[2-[(2R,5R)-5-fluoro-5-methyl-2-phenyl-1-piperidyl]-2-oxo-acetyl]amino]pyridine-3-carboxamide F[C@@]1(CC[C@@H](N(C1)C(C(=O)NC=1C=C(C=NC1)C(=O)N)=O)C1=CC=CC=C1)C